2-(2,6-dioxopiperidin-3-yl)-5-((3-(1-(4-(4-(quinoxalin-2-yl)-1H-pyrazol-1-yl)piperidine-1-carbonyl)cyclopropyl)propyl)amino)isoindoline-1,3-dione O=C1NC(CCC1N1C(C2=CC=C(C=C2C1=O)NCCCC1(CC1)C(=O)N1CCC(CC1)N1N=CC(=C1)C1=NC2=CC=CC=C2N=C1)=O)=O